((4,4-difluorocyclohexyl)methyl)pyridine-2,6-diamine FC1(CCC(CC1)CC=1C(=NC(=CC1)N)N)F